COC1=C(NCC#CC=2C=C(C3=C(N(C=N3)CC(F)(F)F)C2)C(=O)N[C@@H]2[C@H](CN(CC2)C2CCOCC2)C)C=CC(=C1)S(=O)(=O)C 6-[3-(2-methoxy-4-methylsulfonyl-anilino)prop-1-ynyl]-N-[(3S,4S)-3-methyl-1-tetrahydropyran-4-yl-4-piperidyl]-1-(2,2,2-trifluoroethyl)benzimidazole-4-carboxamide